ClC(CCCCCCCCCCCCC)C1=NC=CC=C1 1-chloro-tetradecylpyridine